ClC1=C(C(=CC=C1)C)C(=NO)Cl 2-chloro-N-hydroxy-6-methylbenzene-1-carbonimidoyl chloride